6,7-dihydroxynaphthalene-2-sulfonic acid sodium salt [Na+].OC=1C=C2C=CC(=CC2=CC1O)S(=O)(=O)[O-]